1-(4-(N,N-bis(4-methoxybenzyl)sulfamoyl)-3-fluorobenzyl)-2-(cyclopropylmethyl)-5-(4-fluorophenyl)-1H-pyrrole-3-carboxamide COC1=CC=C(CN(S(=O)(=O)C2=C(C=C(CN3C(=C(C=C3C3=CC=C(C=C3)F)C(=O)N)CC3CC3)C=C2)F)CC2=CC=C(C=C2)OC)C=C1